ClC=1C=NC2=C(C(=CC(=C2C1)F)F)C=1C(=NC(=CC1)CC)N (3-chloro-5,7-difluoroquinolin-8-yl)-6-ethylpyridin-2-amine